1-cyclopropyl-1,3-butanedione C1(CC1)C(CC(C)=O)=O